4-(6-amino-5-nitropyridin-3-yl)-1-tert-butoxycarbonylpiperazine NC1=C(C=C(C=N1)N1CCN(CC1)C(=O)OC(C)(C)C)[N+](=O)[O-]